ClC1=CC(=C2C(=N1)C(=NN2C2OCCCC2)C2CCC2)C(CO)O 1-(5-chloro-3-cyclobutyl-1-(tetrahydro-2H-pyran-2-yl)-1H-pyrazolo[4,3-b]pyridin-7-yl)ethane-1,2-diol